CC1=CC(=NN1)NC1=C2C(=NC(=N1)N1CCNCC1)NN=C2 N-(5-methyl-1H-pyrazol-3-yl)-6-(piperazin-1-yl)-1H-pyrazolo[3,4-d]pyrimidin-4-amine